COCC=1C=CC(=C(CNC(NC2=CC(=NN2C2=CC=CC=C2)C(=O)OCC)=O)C1)C(F)(F)F ethyl 5-(3-(5-(methoxymethyl)-2-(trifluoromethyl)benzyl)ureido)-1-phenyl-1H-pyrazole-3-carboxylate